(Z)-2-(2-chloro-2-(2-fluorophenyl)vinyl)-1,3-dithiane Cl\C(=C/C1SCCCS1)\C1=C(C=CC=C1)F